C(C1=CC=CC=C1)OCCC1(CC1)CNCC(=O)OC(C)(C)C tert-butyl ((1-(2-(benzyloxy)ethyl)cyclopropyl)methyl)glycinate